BrC=1C(=NC2=CC(=CC(=C2C1)C(C)O)C)C=1C(=NOC1)C 1-(3-bromo-7-methyl-2-(3-methylisoxazol-4-yl)quinolin-5-yl)ethan-1-ol